3-[6-(cyclopropylamino)-2-fluoropyridin-3-yl]-1-ethylpyrazole-4-carboxylic acid benzyl ester C(C1=CC=CC=C1)OC(=O)C=1C(=NN(C1)CC)C=1C(=NC(=CC1)NC1CC1)F